C12CN(CC(CC1)N2)C=2C1=C(N=CN2)NC=C1 4-(3,8-diazabicyclo[3.2.1]octan-3-yl)-7H-pyrrolo[2,3-d]pyrimidin